(2S,4R)-hydroxy-2-(6-methoxybenzo[d]thiazol-2-yl)pyrrolidine-1-carboxylic acid tert-butyl ester C(C)(C)(C)OC(=O)N1[C@](CCC1)(C=1SC2=C(N1)C=CC(=C2)OC)O